C(C)O[Si](CCCN1C(=NCC1)CC)(OCC)OCC N-(3-triethoxysilylpropyl)ethyl-4,5-dihydroimidazole